1-decyl 9-(3-(((3-(diethylamino)propoxy)carbonyl)oxy)-2-(((5-(heptadecan-9-yloxy)-5-oxopentanoyl)oxy)methyl)propyl) nonanedioate C(CCCCCCCC(=O)OCC(COC(=O)OCCCN(CC)CC)COC(CCCC(=O)OC(CCCCCCCC)CCCCCCCC)=O)(=O)OCCCCCCCCCC